[5-(sulfanylmethyl)furan-2-yl]methyl thiol SCC1=CC=C(O1)CS